(5,5-2H2)-Arginine N[C@@H](CCC(NC(N)=N)([2H])[2H])C(=O)O